CHLORoSILANE Ethyl-(4E,8E)-decadienoate C(C)OC(C=C\C=C\CCCCC)=O.Cl[SiH3]